9,9-bis(4-hydroxyphenyl)-9H-fluorene OC1=CC=C(C=C1)C1(C2=CC=CC=C2C=2C=CC=CC12)C1=CC=C(C=C1)O